FC1=C(C=C2C(=NNC2=C1)C(=O)N)C=1C=NC(=NC1)NC1(CCC1)C1=NC=CC=C1F 6-fluoro-5-(2-{[(3-fluoro(2-pyridyl))cyclobutyl]amino}pyrimidin-5-yl)-1H-indazole-3-carboxamide